CN1C[C@H]2N(C3=C1C=C(C=N3)C(F)(F)F)CCN(C2)C(=O)OC(C)(C)C t-butyl (R)-5-methyl-3-(trifluoromethyl)-5,6,6a,7,9,10-hexahydro-8H-pyrazino[1,2-a]pyrido[3,2-e]pyrazin-8-carboxylate